2-methyl-2-methylbenzyl carbonate C(OCC1C(C=CC=C1)(C)C)([O-])=O